NC=1C=NN(C1N)C(C)C 4,5-diamino-1-isopropylpyrazole